Ethyl (S)-3-(4-Fluoro-2',6'-dimethylbiphenyl-3-yl)-3-(3-(4-hydroxy-1,6-dimethyl-2-oxo-1,2-dihydropyridin-3-yl)ureido)propanoat FC1=C(C=C(C=C1)C1=C(C=CC=C1C)C)[C@H](CC(=O)OCC)NC(=O)NC=1C(N(C(=CC1O)C)C)=O